4-[3-Chloro-6-fluoro-2-[2-(4-fluorophenyl)ethyl]phenyl]-5-hydroxy-2,6-dimethyl-pyridazin-3-one ClC=1C(=C(C(=CC1)F)C=1C(N(N=C(C1O)C)C)=O)CCC1=CC=C(C=C1)F